NC1=CC=C(C=C1)S(=O)(=O)NC 4-amino-N-methylbenzenesulfonamide